C(C)(C)(C)OC(=O)N1C[C@H](CC1)N[C@H](C)C1=CC=CC2=CC=CC=C12 (S)-3-{[(R)-1-(naphthalene-1-yl)ethyl]amino}pyrrolidine-1-carboxylic acid tert-butyl ester